BrC1=CC(=C(C=C1)C1C(CC1)NS(=O)C(C)(C)C)F N-(2-(4-Bromo-2-fluorophenyl)cyclobutyl)-2-methylpropane-2-sulfinamide